COC(C1=CC(=C(C=C1)Br)CCC(=O)OCC)=O 4-bromo-3-(3-ethoxy-3-oxo-propyl)benzoic acid methyl ester